FC1=C(C=CC=C1)C1=CC(=CN1S(=O)(=O)C=1C=NC=CC1)C 5-(2-Fluorophenyl)-3-methyl-1-(pyridine-3-ylsulfonyl)-1H-pyrrole